C(CCC)[Sn](OC(C)(C)C)(OC(C)(C)C)OC(C)(C)C n-butyltri-t-butoxytin